2-iodo-1,4-naphthoquinone IC=1C(C2=CC=CC=C2C(C1)=O)=O